4-bromo-2-(2,6-dioxopiperidin-3-yl)-5-fluoroisoindole-1,3-dione BrC1=C2C(N(C(C2=CC=C1F)=O)C1C(NC(CC1)=O)=O)=O